ClC1=C(C=C(C=C1)N/C(/NC1=C(C=C(OC2=CC(=NC=C2)C(=O)NC)C=C1)C(F)(F)F)=N/C#N)C(F)(F)F (Z)-4-(4-(3-(4-chloro-3-(trifluoromethyl)phenyl)-2-cyanoguanidino)-3-(trifluoromethyl)phenoxy)-N-methylpyridine-2-carboxamide